NN1C(NC(=C(C1=O)N1C(C(N(CC1)C(=O)OC(C)(C)C)C)C)CC)=N tert-butyl 4-(3-amino-6-ethyl-2-imino-4-oxo-1,2,3,4-tetrahydropyrimidin-5-yl)-2,3-dimethylpiperazine-1-carboxylate